CC(C(=O)ON1C=CC2=C1N=CN=C2C=2C=NN(C2)[C@H](CC#N)C2CCCC2)CCC (R)-(4-(1-(2-cyano-1-cyclopentylethyl)-1H-pyrazol-4-yl)-7H-pyrrolo[2,3-d]pyrimidin-7-yl) methylpentanoate